ClC=1C(=NC=C(C1)C=C)OC 3-chloro-2-methoxy-5-vinylpyridine